(S)-8-(3-cyclopropyl-5-(trifluoromethyl)phenyl)-1,3,4,12a-tetrahydrobenzo[e]pyrazino[1,2-a][1,4]diazepine-6,12(2H,11H)-dione C1(CC1)C=1C=C(C=C(C1)C(F)(F)F)C1=CC2=C(NC([C@H]3N(C2=O)CCNC3)=O)C=C1